FC(C1=NN=C(O1)C1=CC=2N(C=C1)C=C(N2)CN(C(=O)N2CCN(CC2)C(=O)C2COC2)C2=CC=CC=C2)F N-((7-(5-(difluoromethyl)-1,3,4-oxadiazol-2-yl)imidazo[1,2-a]pyridin-2-yl)methyl)-4-(oxetan-3-carbonyl)-N-phenylpiperazine-1-carboxamide